N1(CCCCC1)NC(=O)C=1N=C(N(C1CC)C1=CC=C(C=C1)C#CCCCF)C1=C(C=C(C=C1)Cl)Cl 2-(2,4-Dichloro-phenyl)-5-ethyl-1-[4-(5-fluoro-pent-1-ynyl)-phenyl]-1H-imidazole-4-carboxylic acid piperidin-1-ylamide